(2S)-3-(3-Bromo-5-methyl-phenyl)-2-[(3R)-1-tert-butoxycarbonylpyrrolidin-3-yl]propanoic acid BrC=1C=C(C=C(C1)C)C[C@H](C(=O)O)[C@@H]1CN(CC1)C(=O)OC(C)(C)C